4-chloro-7,7-dimethyl-8-(2-((tetrahydro-2H-pyran-2-yl)oxy)ethyl)indolo[1,2-a]quinazolin-5(7H)-one ClC=1C=2C(N=C3N(C2C=CC1)C1=CC=CC(=C1C3(C)C)CCOC3OCCCC3)=O